NC=1C2=C(N(C(N1)=O)[C@@H]1[C@@H](OCCC1)C)N=C(C=C2)C2CC2 |r| 4-amino-7-cyclopropyl-1-[rac-(2S,3S)-2-methyltetrahydropyran-3-yl]pyrido[2,3-d]pyrimidin-2-one